3-[1-Bromo-2-(3,4,5,6-tetrahydro-2H-pyran-2-yloxy)ethyl]-2-[(diphenylmethylene)amino]pyridine BrC(COC1OCCCC1)C=1C(=NC=CC1)N=C(C1=CC=CC=C1)C1=CC=CC=C1